((1R)-2-(benzofuran-3-yl)-1-(7-oxabicyclo[2.2.1]heptane-2-sulfonylamino)ethyl)boronic acid O1C=C(C2=C1C=CC=C2)C[C@H](NS(=O)(=O)C2C1CCC(C2)O1)B(O)O